Benzyl phenylcarbamate C1(=CC=CC=C1)NC(OCC1=CC=CC=C1)=O